3-(1-(2-Cyanophenyl)piperidin-4-yl)propanoic acid C(#N)C1=C(C=CC=C1)N1CCC(CC1)CCC(=O)O